2-(3-Methyl-2-nitrophenyl)oxazole CC=1C(=C(C=CC1)C=1OC=CN1)[N+](=O)[O-]